mono-sodium ditaurin NCCS(=O)(=O)O.NCCS(=O)(=O)O.[Na]